C(C)(C)(C)C1=NN=C(O1)C(=O)N1[C@H](C2=C(CC1)NC=N2)C2=NN1C(C(=CC=C1)C(C)C)=C2 (R)-(5-(tert-butyl)-1,3,4-oxadiazol-2-yl)(4-(4-isopropylpyrazolo[1,5-a]pyridin-2-yl)-1,4,6,7-tetrahydro-5H-imidazo[4,5-c]pyridin-5-yl)methanone